α,N-dimethyl-5-methoxy-tryptamine CC(NC)CC1=CNC2=CC=C(C=C12)OC